C(C)(C)(C)OC(C[C@H]1[C@H](CN(CC1)C(=O)OCC1=CC=CC=C1)C)=O benzyl (3R,4S)-4-(2-tert-butoxy-2-oxo-ethyl)-3-methyl-piperidine-1-carboxylate